methyl 3-(6-fluoro-1-(2-methoxyethyl)-1H-benzo[d]imidazol-2-yl)-1H-indazole-5-carboxylate FC=1C=CC2=C(N(C(=N2)C2=NNC3=CC=C(C=C23)C(=O)OC)CCOC)C1